N-(6-(2H-1,2,3-triazol-2-yl)-5-(trifluoromethyl)pyridin-3-yl)-4-(3-amino-5-(3,3,3-trifluoroprop-1-en-2-yl)pyridin-4-yl)-2-chloro-5-fluorobenzamide N=1N(N=CC1)C1=C(C=C(C=N1)NC(C1=C(C=C(C(=C1)F)C1=C(C=NC=C1C(=C)C(F)(F)F)N)Cl)=O)C(F)(F)F